rac-(1R,2R)-1-amino-7-bromo-4,4-dimethyl-1,2,3,4-tetrahydronaphthalen-2-ol N[C@H]1[C@@H](CC(C2=CC=C(C=C12)Br)(C)C)O |r|